NC1=NC(=NC=C1)C=1C(=NN(C1OCC[C@H](C)NC1=C(C=NC(=C1)Cl)C1=NC=C(C=C1F)CN1CCC(CC1)O)C)C (S)-1-((4'-((4-((4-(4-aminopyrimidin-2-yl)-1,3-dimethyl-1H-pyrazol-5-yl)oxy)butan-2-yl)amino)-6'-chloro-3-fluoro-[2,3'-bipyridin]-5-yl)methyl)piperidin-4-ol